Palladium (2+) bis(triphenylphosphane) dichloride [Cl-].[Cl-].C1(=CC=CC=C1)P(C1=CC=CC=C1)C1=CC=CC=C1.C1(=CC=CC=C1)P(C1=CC=CC=C1)C1=CC=CC=C1.[Pd+2]